2-(4-(2-(4-fluoro-1,3-dioxoisoindol-2-yl)ethyl)piperazin-1-yl)-N-(4-fluorobenzyl)-N-(7-Nitrobenzo[c][1,2,5]oxadiazol-4-yl)acetamide FC1=C2C(N(C(C2=CC=C1)=O)CCN1CCN(CC1)CC(=O)N(C1=CC=C(C2=NON=C21)[N+](=O)[O-])CC2=CC=C(C=C2)F)=O